NC1CCN(CC1)C(/C=C/C(=O)OC)=O methyl (E)-4-(4-amino-1-piperidyl)-4-oxo-but-2-enoate